NC1=C(C=C(C=C1)C=1C=C2C(N(C=NC2=CC1)CCN1CCCCC1)=O)[N+](=O)[O-] 6-(4-Amino-3-nitrophenyl)-3-(2-(piperidin-1-yl)ethyl)quinazolin-4(3H)-one